C(C1=CC=CC=C1)O[C@H]1[C@H](OC=C[C@H]1OCC1=CC=CC=C1)COCC1=CC=CC=C1 (2R,3R,4R)-3,4-bis(benzyloxy)-2-((benzyloxy)methyl)-3,4-dihydro-2H-pyran